3-ethyl-pentane (R)-3-(4-((4-((S)-2-acetoxy-3-chloropropoxy)phenyl)sulfonyl)-2,6-dichlorophenoxy)propane-1,2-diyl-diacetate C(C)(=O)O[C@@H](COC1=CC=C(C=C1)S(=O)(=O)C1=CC(=C(OC[C@H](CCC(=O)O)CC(=O)O)C(=C1)Cl)Cl)CCl.C(C)C(CC)CC